7-bromo-5-(3-iodophenyl)-2,5-dimethyl-6-oxoheptyl acetate C(C)(=O)OCC(CCC(C(CBr)=O)(C)C1=CC(=CC=C1)I)C